C1(CC1)C#CC1=C(C(=CC(=C1)N1CC2=CC=C(C=C2CC1)F)C)NC(CC(C)(C)C)=O N-(2-(cyclopropylethynyl)-4-(6-fluoro-3,4-dihydroisoquinolin-2(1H)-yl)-6-methylphenyl)-3,3-dimethylbutyramide